{1-[2-(benzyloxy)ethyl]-2-methyl-4-[2-(propan-2-yl)pyridin-3-yl]-1H-imidazol-5-yl}ethan-1-amine C(C1=CC=CC=C1)OCCN1C(=NC(=C1C(C)N)C=1C(=NC=CC1)C(C)C)C